O1[C@@H]([C@@H](O)C(=O)C=2C(O)=CC(O)=CC12)C1=CC(O)=C(O)C=C1 |r| (+-)-Taxifolin